CNCCC N-methyl-n-propylamine